2-[(6-chloro-3-morpholinosulfonyl-4-quinolyl)amino]-3-fluoro-benzoic acid ClC=1C=C2C(=C(C=NC2=CC1)S(=O)(=O)N1CCOCC1)NC1=C(C(=O)O)C=CC=C1F